3-{1-[trans-4-(Cyanomethyl)cyclohexyl]-1H-imidazo[4,5-d]thieno[3,2-b]pyridin-2-yl}azetidine-1-carboxylate C(#N)C[C@@H]1CC[C@H](CC1)N1C(=NC=2C1=C1C(=NC2)C=CS1)C1CN(C1)C(=O)[O-]